cerium gondoate C(CCCCCCCCC\C=C/CCCCCCCC)(=O)[O-].[Ce+3].C(CCCCCCCCC\C=C/CCCCCCCC)(=O)[O-].C(CCCCCCCCC\C=C/CCCCCCCC)(=O)[O-]